C(CCCCCCCCCCC)C(C(=O)[O-])O.[Na+] sodium laurylglycolate